MethoxybenzylPyridine COC=1C(=NC=CC1)CC1=CC=CC=C1